C(C)OC(C(NC(=O)C=1SC(=C(C1Br)Cl)Cl)(C)C)=O N-[(3-bromo-4,5-dichloro-2-thienyl)carbonyl]-2-methylalanine ethyl ester